C(C)OC(=O)C=1N=C(SC1\C=C\COC)C(F)(F)F (E)-5-(3-methoxyprop-1-en-1-yl)-2-(trifluoromethyl)thiazole-4-carboxylic acid ethyl ester